C(N)(=O)OCC=1NC(=CN1)[N+](=O)[O-] 2-(carbamoyloxymethyl)-5-nitroimidazole